C(N)(=O)C=1N=C(C2=C(N1)OC1(CC2)CCCC2=CC=CC=C21)N2C[C@@H](N(CC2)C(=O)OCC2=CC=CC=C2)CC#N benzyl (2S)-4-(2'-carbamoyl-3,4,5',6'-tetrahydro-2H-spiro[naphthalene-1,7'-pyrano[2,3-d]pyrimidin]-4'-yl)-2-(cyanomethyl)piperazine-1-carboxylate